C(=O)C1OCCC1 formyloxolan